(Z)-5-(1-(4-amino-2-fluorobut-2-en-1-yl)-6-(pyrrolidine-1-carbonyl)-1H-benzo[d][1,2,3]triazol-4-yl)-2-methoxy-N,N-dimethylbenzenesulfonamide hydrochloride Cl.NC\C=C(\CN1N=NC2=C1C=C(C=C2C=2C=CC(=C(C2)S(=O)(=O)N(C)C)OC)C(=O)N2CCCC2)/F